tert-butyl (5-(cyclopropyl(methyl)amino)-6-(hydroxymethyl)pyridazin-3-yl)carbamate C1(CC1)N(C=1C=C(N=NC1CO)NC(OC(C)(C)C)=O)C